C(C)(=O)N1CCC(CC1)C=1C=C(C=CC1)[C@H]1N(C[C@@H](CC1)C)C(C(=O)NC=1C=NC=C(C1)C)=O 2-[(2S,5R)-2-[3-(1-acetyl-4-piperidyl)phenyl]-5-methyl-1-piperidyl]-N-(5-methyl-3-pyridyl)-2-oxo-acetamide